(S)-1'-(6-((2-amino-3-chloropyridin-4-yl)thio)pyrido[2,3-b]pyrazin-2-yl)-2-methyl-5,7-dihydrospiro[cyclopenta[b]pyridine-6,4'-piperidine]-5-amine NC1=NC=CC(=C1Cl)SC=1C=CC=2C(=NC=C(N2)N2CCC3(CC2)[C@@H](C=2C(=NC(=CC2)C)C3)N)N1